CNC(CSC=1OC=CN1)=O N-methyl-2-oxazol-2-ylsulfanyl-acetamide